tributyl-(ethyl)phosphonium chloride [Cl-].C(CCC)[P+](CC)(CCCC)CCCC